2-(4-Nitrophenyl)pyrrolidine [N+](=O)([O-])C1=CC=C(C=C1)C1NCCC1